N-(((1R,5S,6r)-3-(5-(3-cyano-6-(1-methyl-1H-pyrazol-4-yl)pyrazolo[1,5-a]pyridin-4-yl)pyridin-2-yl)-3-azabicyclo[3.1.0]hexan-6-yl)methyl)-2-hydroxy-2-phenylacetamide C(#N)C=1C=NN2C1C(=CC(=C2)C=2C=NN(C2)C)C=2C=CC(=NC2)N2C[C@@H]1C([C@@H]1C2)CNC(C(C2=CC=CC=C2)O)=O